5-(1H-imidazol-1-yl)-2-(5-(((1R,3R,5S,6R)-6-methoxy-1,8-dimethyl-8-azabicyclo[3.2.1]octan-3-yl)(methyl)amino)-1,3,4-thiadiazol-2-yl)phenol N1(C=NC=C1)C=1C=CC(=C(C1)O)C=1SC(=NN1)N(C)[C@H]1C[C@@]2(C[C@H]([C@H](C1)N2C)OC)C